CNC(=O)C1=NC=C(C=C1)N1[C@@H]2CC[C@@H]2N(CC1)CC=1C=NC=2C=C(C(NC2C1)=O)C(F)(F)F N-methyl-5-((1R,6S)-5-((6-oxo-7-(trifluoromethyl)-5,6-dihydro-1,5-naphthyridin-3-yl)methyl)-2,5-diazabicyclo[4.2.0]oct-2-yl)pyridineamide